5-(3-chloro-2-methyl-5-nitrobenzyl)-2-methyl-1,3-dioxane ClC=1C(=C(CC2COC(OC2)C)C=C(C1)[N+](=O)[O-])C